FC=1C=C2NC(C=3N(C2=C(C1C=1C=C(C=C2C(=CNC12)C#CC)F)C)C(=NN3)C(C)O)(C)C 1-[7-fluoro-8-(5-fluoro-3-prop-1-ynyl-1H-indol-7-yl)-4,4,9-trimethyl-5H-[1,2,4]triazolo[4,3-a]quinoxalin-1-yl]-ethanol